FC1=C(C=CC(=C1)I)NC1=CC=2C(=NC=CC2)S1 N-(2-fluoro-4-iodophenyl)thieno[2,3-b]pyridin-2-amine